(R)-7-chloro-4-(3-hydroxypyrrolidin-1-yl)-1-(1H-indazol-5-yl)quinazolin-2(1H)-one ClC1=CC=C2C(=NC(N(C2=C1)C=1C=C2C=NNC2=CC1)=O)N1C[C@@H](CC1)O